[Si](C1=CC=CC=C1)(C1=CC=CC=C1)(C(C)(C)C)O[C@@H]1C[C@@H](N(C1)C(=O)OCC1=CC=CC=C1)COC1=CC(=CC=2OC(OC(C21)=O)(C)C)C Benzyl (2R,4R)-4-((tert-butyldiphenylsilyl)oxy)-2-(((2,2,7-trimethyl-4-oxo-4H-benzo[d][1,3]Dioxin-5-yl)oxy)methyl)pyrrolidine-1-carboxylate